3-(7-(methylsulfonyl)-1-oxo-6-(trifluoromethyl)isoindolin-2-yl)piperidine-2,6-dione CS(=O)(=O)C=1C(=CC=C2CN(C(C12)=O)C1C(NC(CC1)=O)=O)C(F)(F)F